(R)-N-(8-fluoro-6-oxo-1,4,5,6-tetrahydro-2H-pyrano[3,4-c]isoquinolin-1-yl)-N-methylbenzo[d]thiazole-6-carboxamide FC=1C=CC=2C3=C(NC(C2C1)=O)COC[C@@H]3N(C(=O)C3=CC1=C(N=CS1)C=C3)C